C(=O)C1=C(C=CC=C1)NC(OC(C)(C)C)=O Tert-butyl (2-formylphenyl)carbamate